6-((6-((5-butylundecanoyl)oxy)-2-hydroxyhexyl)(5-hydroxy-pentyl)amino)hexyl 5-butylundecanoate C(CCC)C(CCCC(=O)OCCCCCCN(CCCCCO)CC(CCCCOC(CCCC(CCCCCC)CCCC)=O)O)CCCCCC